C(CCCCCCCCCCCCCCC)(=O)OCCC(CCC=C(CC)C)C 3,7-dimethylnon-6-en-1-yl palmitate